O1C(=CC2=C1C=CC=C2)C(=O)C=2COC1=CC=CC=C1C2O 3-(benzofuran-2-carbonyl)-4-hydroxy-2H-chromen